5-(methyl((5-(4-methylpiperazin-1-yl)imidazo[1,2-a]pyridin-2-yl)methyl)amino)-2-(pyridin-2-yl)-4,5,6,7-tetrahydro-2H-indazol-3-ol CN(C1CC2=C(N(N=C2CC1)C1=NC=CC=C1)O)CC=1N=C2N(C(=CC=C2)N2CCN(CC2)C)C1